N1=C(C=NC=C1)NC1=NN(C2=C1C=NC(=C2)C#N)CC(F)(F)F 3-((pyrazin-2-yl)amino)-1-(2,2,2-trifluoroethyl)-1H-pyrazolo[4,3-c]pyridine-6-carbonitrile